C1(=CC=CC=C1)C1=NNB(OC1)C1=CC=C(C#N)C=C1 4-(5-phenyl-3,6-dihydro-2H-1,3,4,2-oxadiazaborinin-2-yl)benzonitrile